O=C1NC(CCC1C1=C2C(NC(C2=CC=C1N1CCC(CC1)CO)=O)=O)=O (2,6-Dioxopiperidin-3-yl)-5-[4-(hydroxymethyl)piperidin-1-yl]isoindol-1,3-dione